FC(CO)(C(CO)(F)F)F 2,2,3,3-tetrafluorobutane-1,4-diol